2-[2'-hydroxy-5'-(methacryloyloxyethyl)phenyl]benzotriazole OC1=C(C=C(C=C1)CCOC(C(=C)C)=O)N1N=C2C(=N1)C=CC=C2